ClC(/C=C(\C(=O)O)/O)=C (E)-4-chloro-2-hydroxypentane-2,4-dienoic acid